5,8-dimethylanthracene-9,10-diyl-bis(3-aminobenzoate) CC1=C2C(=C3C=CC=CC3=C(C2=C(C=C1)C)C1=C(C(=O)[O-])C=CC=C1N)C1=C(C(=O)[O-])C=CC=C1N